OCCNC(O[C@@H]1CC[C@H](CC1)C(N(C1=CC(=CC=C1)C=1C=NN(C1)C1CC1)C[C@@H]1CC[C@H](CC1)C=1C=NC(=C(C1)Cl)OC)=O)=O trans-4-(((trans-4-(5-Chloro-6-methoxy-pyridin-3-yl)cyclohexyl)methyl)(3-(1-cyclopropyl-1H-pyrazol-4-yl)phenyl)-carbamoyl)cyclohexyl (2-hydroxyethyl)-carbamate